(6R,8aS)-6-{8-amino-1-[4-(1-hydroxy-1-phenylethyl)phenyl]imidazo[1,5-a]pyrazin-3-yl}hexahydroindolizin-3(2H)-one NC=1C=2N(C=CN1)C(=NC2C2=CC=C(C=C2)C(C)(C2=CC=CC=C2)O)[C@H]2CN1C(CC[C@@H]1CC2)=O